methyl (E)-2-chloro-4-(1-ethoxyprop-1-en-2-yl)-1-methyl-6-oxo-1,6-dihydropyridine-3-carboxylate ClC=1N(C(C=C(C1C(=O)OC)/C(=C/OCC)/C)=O)C